FC(CN1C[C@@H](N(CC1)CC1=C2C=CNC2=C(C=C1OC)C)C1=CC(=C(C(=O)O)C=C1)OC1COC1)F (S)-4-(4-(2,2-Difluoroethyl)-1-((5-methoxy-7-methyl-1H-indol-4-yl)methyl)piperazin-2-yl)-2-(oxetan-3-yloxy)benzoic acid